sec-Heptanol C(C)(CCCCC)O